butyl-Ammonium Hydroxide [OH-].C(CCC)[NH3+]